chloro-[2,3-difluoro-4-(trifluoromethyl)phenyl]zinc Cl[Zn]C1=C(C(=C(C=C1)C(F)(F)F)F)F